C1(=CC=CC=C1)C(C1=CC=CC=C1)=NC1=CC=C2C3=C(C(OC2=C1)=O)C=C(C=C3)OC 3-((diphenylmethylene)amino)-8-methoxy-6H-benzo[c]chromen-6-one